bis[2,4-di-tert-butylphenyl] chlorophosphite P(OC1=C(C=C(C=C1)C(C)(C)C)C(C)(C)C)(OC1=C(C=C(C=C1)C(C)(C)C)C(C)(C)C)Cl